FC1=C(C=C(C=C1)OC=1C(=C2C=CNC2=CC1F)S(=O)(=N)C)C=1NC=C(N1)C(C)(O)C=1C=C(C=CC1)CCC(=O)O 3-(3-(1-(2-(2-fluoro-5-((6-fluoro-4-(S-methylsulfonimidoyl)-1H-indol-5-yl)oxy)phenyl)-1H-imidazol-4-yl)-1-hydroxyethyl)phenyl)propanoic acid